6-(4-fluoro-3-methylphenyl)-3-methyl-1,3-dihydro-2H-imidazo[4,5-b]Pyridine FC1=C(C=C(C=C1)C=1C=C2C(=NC1)N(CN2)C)C